N-methyl-1-((1R,3R)-3-(methylcarbamoyl)cyclopentyl)-2-(3,4,5-trimethoxyphenyl)-1H-benzo[d]imidazole-6-carboxamide CNC(=O)C=1C=CC2=C(N(C(=N2)C2=CC(=C(C(=C2)OC)OC)OC)[C@H]2C[C@@H](CC2)C(NC)=O)C1